CC1=C(OC(O1)=O)CN1C(=CC2=CC(=CC=C12)NC([C@@H](CCOC)N1C(C=C(C(=C1)OC)C1=C(C=CC(=C1)Cl)C(C)=O)=O)=O)C(=O)O (5-methyl-2-oxo-1,3-dioxol-4-yl)methyl-(R)-5-(2-(4-(2-acetyl-5-chlorophenyl)-5-methoxy-2-oxopyridin-1(2H)-yl)-4-methoxybutyrylamino)-1H-indole-2-carboxylic acid